C(C)(=O)O[C@@H]1[C@@H]([C@@H](O[C@H]1N1C=2N=C(NC(C2N=C1)=O)NC(C(C)C)=O)COCCOCCOCCOCC1=CC=CC=C1)CC(=O)O.C(C1=CC=CC=C1)OCC1=CC=CC=C1 benzylether [(2R,3R,4R,5R)-4-acetoxy-2-[2-[2-(2-benzyloxy-ethoxy)ethoxy]ethoxy-methyl]-5-[2-(2-methylpropanoylamino)-6-oxo-1H-purin-9-yl]tetra-hydrofuran-3-yl]acetate